ClCC(CC)(N)N chloromethyl-propanediamine